NC1=NC(=C(C=2N1C(N(N2)CCN2CC(CCC2)C)=O)Br)C2=CC=CC=C2 5-amino-8-bromo-2-(2-(3-methylpiperidin-1-yl)ethyl)-7-phenyl-[1,2,4]triazolo[4,3-c]pyrimidin-3(2H)-one